(2S)-1-(5-fluorophenylfuran-2-ylsulfonyl)azetidine-2-carboxylic acid FC=1C=CC=C(C1)C1=C(OC=C1)S(=O)(=O)N1[C@@H](CC1)C(=O)O